BrC=1C=C2C=CN=CC2=C(C1)Cl 6-bromo-8-chloro-isoquinoline